1-(1-methylpiperidin-4-yl)-1H-pyrazol-4-ol CN1CCC(CC1)N1N=CC(=C1)O